N-[6-Amino-1-(5-chlorothiophen-2-ylmethyl)-2,3-dihydro-1H-indol-5-yl]-3,3-dimethylbutyramide NC1=C(C=C2CCN(C2=C1)CC=1SC(=CC1)Cl)NC(CC(C)(C)C)=O